(2S,4S)-4-Aminopyrrolidine-1,2-dicarboxylic acid 1-tert-butyl 2-methyl ester COC(=O)[C@H]1N(C[C@H](C1)N)C(=O)OC(C)(C)C